ClC1=CC=C(C=C1)C=1C(=CC=CC1)C(=O)N1CCC(CC1)OC=1C=C2CN(C(C2=CC1)=O)C1C(NC(CC1)=O)=O 3-(5-((1-(4'-chloro-[1,1'-biphenyl]-2-carbonyl)piperidin-4-yl)oxy)-1-oxoisoindolin-2-yl)piperidine-2,6-dione